carboxy-3-ethoxy-6-(4-fluorophenyl)pyridine 1-oxide C(=O)(O)C1=[N+](C(=CC=C1OCC)C1=CC=C(C=C1)F)[O-]